2H,6H-[1,4]thiazepino[2,3,4-ij]quinazoline-6,8(7H)-dione S1CC=CN2C(NC(C3=CC=CC1=C23)=O)=O